benzyl 4-((trans-4-acetoxycyclohexyl)oxy)piperidine-1-carboxylate C(C)(=O)O[C@@H]1CC[C@H](CC1)OC1CCN(CC1)C(=O)OCC1=CC=CC=C1